2-(2H-benzotriazole-2-yl)-4,6-di-tert-amylphenol N=1N(N=C2C1C=CC=C2)C2=C(C(=CC(=C2)C(C)(C)CC)C(C)(C)CC)O